4-(4-((2-carbamoylphenyl)carbamoyl)-1H-pyrazol-1-yl)piperidine-1-carboxylic acid tert-butyl ester C(C)(C)(C)OC(=O)N1CCC(CC1)N1N=CC(=C1)C(NC1=C(C=CC=C1)C(N)=O)=O